tert-butyl 2-(1,4-dioxane-2-carbonyl)-2,7-diazaspiro[3.5]nonane-7-carboxylate O1C(COCC1)C(=O)N1CC2(C1)CCN(CC2)C(=O)OC(C)(C)C